C(#N)CC1(CC1)CNC1=C(C=CC(=N1)C(=O)OC)[N+](=O)[O-] Methyl 6-(((1-(cyanomethyl)cyclopropyl)methyl)amino)-5-nitropicolinate